1-(quinoxalin-6-yl-2,3-d2)ethan-1-ol N1=C(C(=NC2=CC(=CC=C12)C(C)O)[2H])[2H]